ClC1=C(C=CC(=C1)Cl)NC(=O)C(C(C(C)(C)C)=O)(OC1=CC=CC=C1)N(C([O-])=O)C1=CC=C(C=C1)N(CC)CC 1-(2,4-dichloro-phenylcarbamoyl)-3,3-dimethyl-2-oxo-1-phenoxy-butyl-(4-diethylamino-phenyl)-carbamate